BrC=1C=C2C=C(C(OC2=CC1)=O)C=1SC=C(N1)C1=CC=C(C=C1)OCC 6-Bromo-3-[4-(4-ethoxy-phenyl)-thiazol-2-yl]-chromen-2-one